(S)-3-(5-fluoro-6-oxo-6,8-dihydro-2H,7H-spiro[furo[2,3-e]isoindole-3,4'-piperidin]-7-yl)piperidine-2,6-dione FC=1C=C2C(=C3CN(C(C13)=O)[C@@H]1C(NC(CC1)=O)=O)OCC21CCNCC1